C[C@]12CC3(CC(C[C@@](C1)(C3)C)C2)NC(NC2=CC=C(C(=O)N3CCC(CC3)NC(CC)=O)C=C2)=O N-[1-(4-{3-[(1r,3R,5S,7r)-3,5-Dimethyladamantan-1-yl]ureido}benzoyl)piperidin-4-yl]propionamide